5-chloro-3-methyl-7-(methylsulfanyl)furo[3,2-b]pyridine ClC1=CC(=C2C(=N1)C(=CO2)C)SC